CC=1C(=NC=C(C1)NC(C(=O)N1C(CCC(C1)C)C=1SC(=CC1)C=1N(N=CC1)C1OCCCC1)=O)NC(OC(C)(C)C)=O tert-butyl N-[3-methyl-5-[[2-[5-methyl-2-[5-(2-tetrahydropyran-2-ylpyrazol-3-yl)-2-thienyl]-1-piperidyl]-2-oxo-acetyl]amino]-2-pyridyl]carbamate